2-(methoxy(methyl)carbamoyl)piperidine-1-carboxylic acid tert-butyl ester C(C)(C)(C)OC(=O)N1C(CCCC1)C(N(C)OC)=O